CC1(OCCO1)CC(=O)NN 2-(2-methyl-1,3-dioxolan-2-yl)acethydrazide